COC1=CC(=C(C(=N1)C)[N+](=O)[O-])C 6-methoxy-2,4-dimethyl-3-nitropyridine